bis[(2-methoxyphenyl)phenylphosphino]ethane COC1=C(C=CC=C1)P(C1=CC=CC=C1)C(C)P(C1=C(C=CC=C1)OC)C1=CC=CC=C1